5-amino-8-(furan-2-yl)-3-(2-(4-(4-(methylsulfonyl)phenyl)piperazin-1-yl)ethyl)thiazolo[5,4-e][1,2,4]triazolo[1,5-c]pyrimidin-2(3H)-one NC1=NC2=C(C=3N1N=C(N3)C=3OC=CC3)SC(N2CCN2CCN(CC2)C2=CC=C(C=C2)S(=O)(=O)C)=O